BrC=1C=C(C=CC1)C1CN(CC2=C(C=C(C=C12)C)C)C 4-(3-bromophenyl)-2,6,8-trimethyl-1,2,3,4-tetrahydroisoquinoline